C(#N)[C@@H]1CN(C[C@H]1C1=CC(=NC(=C1)C)OC)C(=O)[C@@H]1CC[C@H]2N1C([C@H](CCCC2)NC(OC(C)(C)C)=O)=O tert-butyl ((3S,6S,10aS)-3-((3S,4R)-3-cyano-4-(2-methoxy-6-methylpyridin-4-yl)pyrrolidine-1-carbonyl)-5-oxodecahydropyrrolo[1,2-a]azocin-6-yl)carbamate